(4S)-5-(Benzylamino)-5-oxo-4-[[4-[(E)-3-oxo-3-phenylprop-1-enyl]benzoyl]amino]pentanoic acid C(C1=CC=CC=C1)NC([C@H](CCC(=O)O)NC(C1=CC=C(C=C1)\C=C\C(C1=CC=CC=C1)=O)=O)=O